C(C)(C)(C)OC(=O)N([C@@H]1CN(CC1)C=1C2=CN(N=C2C(=CC1OC)C(=O)OC)C)C methyl 4-[(3S)-3-[tert-butoxycarbonyl(methyl)amino]pyrrolidin-1-yl]-5-methoxy-2-methylindazole-7-carboxylate